BrC1(CC(=C(C(=C1)F)F)F)C1=CC=CC=C1 1-bromo-3,4,5-trifluorophenyl-benzene